P(=O)(O)(O)O[C@H]1[C@@H](O[C@@H]([C@H]1O)CO)N1C=NC=2C(=O)NC(N)=NC12.C([C@H](O)[C@H](O)[C@H](O)CO)O ribitol guanosine-2'-monophosphate